3,3',3''-[1,4,8-triazacycloundecane-1,4,8-triyltris(methylene)]tris(2-hydroxy-5-methylbenzamide) N1(CCN(CCCN(CCC1)CC=1C(=C(C(=O)N)C=C(C1)C)O)CC=1C(=C(C(=O)N)C=C(C1)C)O)CC=1C(=C(C(=O)N)C=C(C1)C)O